(1S,4S)-N-(4-hydroxyphenyl)-2,5-diazabicyclo[2.2.1]heptane-2-carboxamide, hydrobromide Br.OC1=CC=C(C=C1)NC(=O)N1[C@@H]2CN[C@H](C1)C2